OC=1C=C(C(=O)NCCCCCCCC)C=C(C1O)O 3,4,5-trihydroxy-N-octylbenzamide